N-cyclopentyl-5-((3-methoxypropoxy)methyl)-2-phenyl-1H-Indol-7-amine C1(CCCC1)NC=1C=C(C=C2C=C(NC12)C1=CC=CC=C1)COCCCOC